tert-Butyl (3-cyano-7-fluoro-4-(5-fluoro-3-((R)-3-(methyl((R)-1-methylpyrrolidin-3-yl)amino)pyrrolidin-1-yl)-7,9-dihydrofuro[3,4-f]quinazolin-6-yl)thieno[3,2-c]pyridin-2-yl)carbamate C(#N)C1=C(SC2=C1C(=NC=C2F)C=2C1=C(C=3C=NC(=NC3C2F)N2C[C@@H](CC2)N([C@H]2CN(CC2)C)C)COC1)NC(OC(C)(C)C)=O